1-((3R)-4-(5-chloro-6-(3-hydroxy-1-naphthalenyl)-[1,2]thiazolo-[3,4-b]pyridin-3-yl)-3-methyl-1-piperazinyl)-2-propen-1-one ClC1=CC=2C(N=C1C1=CC(=CC3=CC=CC=C13)O)=NSC2N2[C@@H](CN(CC2)C(C=C)=O)C